C(=O)OC(C1=CN=CC(=C1)Br)=O.C[Si](C1(C(=C(C(=C1)C)C)C)C)(C1(C(=C(C(=C1)C)C)C)C)C dimethyl-bis(tetramethylcyclopentadienyl)silane methanoyl-5-bromonicotinate